C(C)(C)(C)C1=CC=C(C=C1)[I+]C1=CC=CC=C1 (4-tert-butylphenyl)-phenyliodonium